C1(=CC=C(C=C1)[B-](C1=CC=C(C=C1)C)(C1=CC=C(C=C1)C)C1=CC=C(C=C1)C)C.C1(=CC=CC=C1)[C+](C1=CC=CC=C1)C1=CC=CC=C1 triphenyl-carbenium tetrakis(p-tolyl)borate